N-(4-((benzyloxy)methyl)phenyl)-5-(5-chloro-6-(methylsulfonamido)pyrazin-2-yl)-2-fluorobenzamide C(C1=CC=CC=C1)OCC1=CC=C(C=C1)NC(C1=C(C=CC(=C1)C1=NC(=C(N=C1)Cl)NS(=O)(=O)C)F)=O